ClC1=C(C=CC=C1OC)C1CC(NN1)=C1C(N(C(N(C1=O)C)=O)C)=O 5-(5-(2-chloro-3-methoxyphenyl)pyrazolidin-3-ylidene)-1,3-dimethylpyrimidine-2,4,6(1H,3H,5H)-trione